BrC1=CC=CC=2CCNCCC21 6-bromo-2,3,4,5-tetrahydro-1H-benzo[d]azepine